NCCN1N=NC2=C1C=C1C(=C2F)CC(C1)CN1CCC2(CN(C(O2)=O)C2=NC3=C(OCC(N3)=O)N=C2)CC1 6-[8-[[3-(2-aminoethyl)-8-fluoro-6,7-dihydro-5H-cyclopenta[f]benzotriazol-6-yl]methyl]-2-oxo-1-oxa-3,8-diazaspiro[4.5]decan-3-yl]-4H-pyrazino[2,3-b][1,4]oxazin-3-one